6-ethoxypyridin-2-yl-1H-imidazo[4,5-b]pyrazin-6-yl-1-((1r,3r)-3-hydroxy-3-methylcyclobutyl)methanesulfonamide C(C)OC1=CC=CC(=N1)C(S(=O)(=O)N)(C1CC(C1)(C)O)C1=CN=C2C(=N1)NC=N2